FC(C1=CC=C(C=C1)C1=C(C(=NC=C1)N1CC(CC1)(F)F)NC(=O)C=1C=NC(=NC1)C(C)C)F N-[4-[4-(difluoromethyl)-phenyl]-2-(3,3-difluoro-pyrrolidin-1-yl)-3-pyridyl]-2-isopropyl-pyrimidine-5-carboxamide